Isopentyl-triphenylphosphine bromide [Br-].C(CC(C)C)C1=C(C=CC=C1)P(C1=CC=CC=C1)C1=CC=CC=C1